C=1(C=CC=C2C=CC3=C(OC4=C3C=CC=C4)C12)O naphtho[1,2-b]benzofuran-1-ol